4-(4,5-dichloro-2-[[2-(trimethylsilyl)ethoxy]methoxy]phenyl)pyridine-3-carbonitrile ClC1=CC(=C(C=C1Cl)C1=C(C=NC=C1)C#N)OCOCC[Si](C)(C)C